2,5-bis(methylhexadecylamino)-1,3,4-thiadiazole CN(C=1SC(=NN1)N(CCCCCCCCCCCCCCCC)C)CCCCCCCCCCCCCCCC